CN(C(S)=S)C.C1=C(C=CC2=CC=CC=C12)N(C1=CC=CC=C1)C=1C(=C(C=2C3=CC=CC=C3C3=CC=CC=C3C2C1)N(C1=CC2=CC=CC=C2C=C1)C1=CC=CC=C1)N(C1=CC2=CC=CC=C2C=C1)C1=CC=CC=C1 tris[2-naphthylphenylamino] triphenylene N,N-dimethyl-dithiocarbamate